CC=1N=CC(=NC1)[C@H]1N(OCC1)C(=O)OC(C)(C)C Tert-butyl (3S)-3-(5-methylpyrazin-2-yl)isoxazolidine-2-carboxylate